trihexyl-(tetradecyl)phosphonium bis(2-ethylhexyl)phosphate tert-Butyl-4-(2-(pyrrolidin-1-yl)acetamido)phenethylcarbamate C(C)(C)(C)OC(NCCC1=CC=C(C=C1)NC(CN1CCCC1)=O)=O.C(C)C(COP(=O)(OCC(CCCC)CC)[O-])CCCC.C(CCCCC)[P+](CCCCCCCCCCCCCC)(CCCCCC)CCCCCC